C1(=CC=C(C=C1)C1=NC=CC=C1)C 2-(p-tolyl)pyridin